7-Cyclobutyl-3-({[(3R)-1,1-dioxo-2,3-dihydrothiophen-3-yl]amino}carbonyl)-2-oxo-N-(3-phenyl-1H-indazol-5-yl)-1H-quinoline-8-carboxamide C1(CCC1)C1=CC=C2C=C(C(NC2=C1C(=O)NC=1C=C2C(=NNC2=CC1)C1=CC=CC=C1)=O)C(=O)N[C@H]1CS(C=C1)(=O)=O